4-(1-(2,2-difluoroethyl)-3-phenyl-1H-pyrazol-4-yl)-7-methoxy-N-(4-methoxybenzyl)pyrido[3,2-d]pyrimidin-6-amine FC(CN1N=C(C(=C1)C=1C2=C(N=CN1)C=C(C(=N2)NCC2=CC=C(C=C2)OC)OC)C2=CC=CC=C2)F